[Si](C)(C)(C(C)(C)C)O[C@H]1C[C@H](N(C1)C1=NC(=CC(=C1)C(F)(F)F)C)C(=O)N(CCCN1CCCC1)C1=CC(=C(C=C1)F)Cl (2S,4S)-4-((tert-butyldimethylsilyl)oxy)-N-(3-chloro-4-fluorophenyl)-1-(6-methyl-4-(trifluoromethyl)pyridin-2-yl)-N-(3-(pyrrolidin-1-yl)propyl)pyrrolidine-2-carboxamide